NC1=CC=C(C=N1)C1CN(CC1)C(=O)OC(C)(C)C tert-Butyl 3-(6-aminopyridin-3-yl)pyrrolidine-1-carboxylate